C(C)(C)(C)OC(=O)N1CC(C1)N1CCN(CC1)CC1=CC=C(C=C1)C1=CN(C=2N=C(N=CC21)NCCC(F)(F)F)[C@@H]2CC[C@H](CC2)O tert-butyl-3-[4-[(4-[7-[trans-4-hydroxycyclohexyl]-2-[(3,3,3-trifluoropropyl)amino]-7H-pyrrolo[2,3-d]pyrimidin-5-yl]phenyl)methyl] piperazin-1-yl]azetidine-1-carboxylate